C(C1=CC=CC=C1)(=O)NC(C(=O)O)CCN(CCCCC1=NC=2NCCCC2C=C1)CC(COC)F 2-benzamido-4-[[2-fluoro-3-methoxy-propyl]-[4-(5,6,7,8-tetrahydro-1,8-naphthyridin-2-yl)butyl]amino]butanoic acid